COC(\C(=C\C(=O)O)\CCCCCN1CCOCC1)=O (5-morpholinopentyl)fumaric acid methyl ester